3-(methyl(4-(4-(piperazin-1-ylmethyl)piperidin-1-yl)phenyl)amino)piperidine-2,6-dione CN(C1C(NC(CC1)=O)=O)C1=CC=C(C=C1)N1CCC(CC1)CN1CCNCC1